2,6-Dimethylimidazo[1,2-b]pyridazine CC=1N=C2N(N=C(C=C2)C)C1